C1(C=CC(N1C(C)N1C(C=CC1=O)=O)=O)=O bis-maleimidoethane